3,5-dimethyl-4-hydroxybenzenemethacrylamide CC=1C=C(C=C(C1O)C)CC(C(=O)N)=C